8-((3-acetamido-2-hydroxypropyl)(6-(((nonyloxy)carbonyl)oxy)hexyl)amino)octanoic acid heptadec-9-yl ester CCCCCCCCC(CCCCCCCC)OC(CCCCCCCN(CCCCCCOC(=O)OCCCCCCCCC)CC(CNC(C)=O)O)=O